C1(CCC1)C[C@@H](C(=O)O)N(C)C(=O)OCC1C2=CC=CC=C2C=2C=CC=CC12 (2S)-3-cyclobutyl-2-[9H-fluoren-9-ylmethoxycarbonyl-(methyl)amino]propanoic acid